methyl (3S,6R)-methyl-6-methylpiperidine-3-carboxylate CN1C[C@H](CC[C@H]1C)C(=O)OC